FC=1C=C(C=CC1NC(CN1C(NCC1)=N)=O)S(=O)(=O)N(C1=C(N=CS1)C(=O)OC(C)(C)C)CC1=CC=C(C=C1)OC Tert-butyl 5-[[3-fluoro-4-[[2-(2-iminoimidazolidin-1-yl)acetyl]amino]phenyl]sulfonyl-[(4-methoxyphenyl)methyl]amino]thiazole-4-carboxylate